azoarsenic (III) N(=N[As+2])[As+2]